CP(ON1C(SC2=C1N=C(N=C2N[C@H](CC(C)C)CO)SC(C)C2=CC(=CC=C2)C#N)=N)([O-])=O [5-{[1-(3-Cyanophenyl) ethyl] thio}-7-{[(1R)-1-(hydroxymethyl)-3-methylbutyl] amino}-2-imino [1,3]thiazolo[4,5-d]pyrimidin-3(2H)-yl] methylphosphonate